C(CCC)(=O)O.CN1CCNCC1 methylpiperazine butyrate